CC(C(C(=O)O)C)C(=O)O.C(CCC(=O)OC)(=O)OC dimethyl succinate (dimethylsuccinate)